N-(4-(5-(2-(2-methoxyphenoxy)ethyl)-2,3,4,5-tetrahydro-1H-benzo[b][1,4]diazepine-1-Carbonyl)phenyl)-[1,1'-biphenyl]-2-carboxamide COC1=C(OCCN2C3=C(N(CCC2)C(=O)C2=CC=C(C=C2)NC(=O)C=2C(=CC=CC2)C2=CC=CC=C2)C=CC=C3)C=CC=C1